3-(3'-(morpholine-4-carbonyl)-[1,1'-biphenyl]-3-yl)acrylamide N1(CCOCC1)C(=O)C=1C=C(C=CC1)C1=CC(=CC=C1)C=CC(=O)N